7-chloro-9-cyclopropyl-8-methyl-pyrimido[1,2-b]pyridazin-4-one ClC=1C(=C(C=2N(N1)C(C=CN2)=O)C2CC2)C